5-[2-(2-chlorophenyl)ethyl]-3-cyclopropyl-4-oxo-4,5,6,7-tetrahydropyrazolo[1,5-a]pyrazine-2-carboxylic acid (5-methyl[1,3,4]thiadiazol-2-yl)amide CC1=NN=C(S1)NC(=O)C1=NN2C(C(N(CC2)CCC2=C(C=CC=C2)Cl)=O)=C1C1CC1